ClC1=C(C(=C(C=C1Cl)C1=NNC(O1)=O)F)N[C@@H](C)C1CCNCC1 5-(4,5-Dichloro-2-fluoro-3-{[(1S)-1-(piperidin-4-yl)ethyl]amino}phenyl)-1,3,4-oxadiazol-2(3H)-one